(3R)-N-[4-(3-cyanophenyl)-5-(4-methylquinazolin-6-yl)thiazol-2-yl]-3-(1-hydroxy-1-methyl-ethyl)pyrrolidine-1-carboxamide C(#N)C=1C=C(C=CC1)C=1N=C(SC1C=1C=C2C(=NC=NC2=CC1)C)NC(=O)N1C[C@@H](CC1)C(C)(C)O